CN1N=CC=2C=3C=CN=C(CCCCC(C(NC12)=O)C)C3 5,9-dimethyl-4,5,7,15-tetraazatricyclo[12.3.1.02,6]Octadec-1(18),2(6),3,14,16-pentaen-8-one